1,1,1-trimethoxypropane COC(CC)(OC)OC